C(C)(=O)NC1=C(C2=C(S1)CC(CC2)(C2=CC=CC=C2)CCC#C)C(=O)OCC Ethyl 2-acetamido-6-(but-3-yn-1-yl)-6-phenyl-4,5,6,7-tetrahydrobenzo[b]thiophene-3-carboxylate